ClC=1C=CC2=C(C(CC(O2)C(=O)N[C@H]2CO[C@@H](CC2)C=2OC(=NN2)C2CC(C2)OC(F)(F)F)=O)C1 6-chloro-4-oxo-N-[(3R,6S)-6-{5-[(1s,3R)-3-(trifluoromethoxy)cyclobutyl]-1,3,4-oxadiazol-2-yl}oxan-3-yl]-3,4-dihydro-2H-1-benzopyran-2-carboxamide